(+)-sodium phenethylglycolate C(CC1=CC=CC=C1)C(C(=O)[O-])O.[Na+]